O-(3-bromopropyl)-L-tyrosine BrCCCOC1=CC=C(C[C@H](N)C(=O)O)C=C1